C(C)S(=O)(=O)NC1=C(C=C(C=C1)C1=NNC(=C1C(=O)N)NC1=NC(=CC=C1)OC)OCC1=CC=C(C=C1)F 3-(4-(ethylsulfonamido)-3-((4-fluorobenzyl)oxy)phenyl)5-((6-methoxypyridin-2-yl)amino)-1H-pyrazole-4-carboxamide